N1(CCOCC1)C1=NC(=NC(=N1)N1CCNCC1)C=1C=CC(=NC1)N 5-(4-morpholinyl-6-(piperazin-1-yl)-1,3,5-triazin-2-yl)pyridine-2-amine